1-butyl 2-(4-aminophenyl)pyrrolidine-1-carboxylate NC1=CC=C(C=C1)C1N(CCC1)C(=O)OCCCC